3-(difluoromethoxy)-1-methyl-1H-pyrazole-4-carboxylic acid FC(OC1=NN(C=C1C(=O)O)C)F